C(C1=CC=CC=C1)OC=1C(C(=CN2N3[C@@H](C=C[C@@H](N(C(C21)=O)C3)C)C)C(=O)NCC3=C(C=C(C=C3F)F)F)=O (1S,2R,5S)-8-(benzyloxy)-2,5-dimethyl-7,9-dioxo-N-(2,4,6-trifluorobenzyl)-2,5,7,9-tetrahydro-1,6-methanopyrido[1,2-b][1,2,5]triazonine-10-carboxamide